CC(=O)N[C@@H]1[C@H]([C@@H]([C@H](O[C@H]1O[C@H]2[C@H]([C@H](O[C@H]([C@@H]2O)O[C@H]([C@@H](CO)O)[C@@H]([C@H](CO)O)O)CO)O)CO)O)O The molecule is a glycosyl alditol consisting of 2-acetamido-2-deoxy-beta-D-glucopyranose, beta-D-galactopyranose and D-glucitol joined in sequence by (1->3) and (1->4) glycosidic bonds. It derives from a lactitol, a N-acetyl-beta-D-glucosamine and a beta-D-GlcpNAc-(1->3)-beta-D-Galp.